2-[[1-[(3R)-1-(Ethylcarbamoyl)pyrrolidin-3-yl]pyrazol-3-yl]amino]-N-(3-hydroxy-2,6-dimethyl-phenyl)thiazole-5-carboxamide C(C)NC(=O)N1C[C@@H](CC1)N1N=C(C=C1)NC=1SC(=CN1)C(=O)NC1=C(C(=CC=C1C)O)C